C(CN(C(O)=O)C)N(C(O)=O)C Ethane-1,2-diylbis(methylcarbamic acid)